ClC1=C(C=CC=C1NC=1N=CC=C2C=C(C=NC12)CN1C2CCC(C1)C2)C2=C(C(=CC=C2)C=2SC1=C(N2)CN(C1)C(CN(C)CC)=O)C 2-((8-(2-Chloro-3'-(5-(2-(ethyl(methyl)amino)acetyl)-5,6-dihydro-4H-pyrrolo[3,4-d]thiazol-2-yl)-2'-methylbiphenyl-3-ylamino)-1,7-naphthyridin-3-yl)methyl)-2-azabicyclo[2.2.1]heptan